N(=[N+]=[N-])C[C@H]([C@H]([C@H]1[C@@H]([C@H](CC(C(O)=O)(O)O1)O)NC(CO)=O)O)O 9-azido-9-deoxy-N-glycolyl-neuraminic acid